ClC1=C(C=CC=C1)[C@]1([C@H](CCCC1)NCCCN1CCN(CC1)C)NC (1R,2S)-1-(2-chlorophenyl)-N1-methyl-N2-(3-(4-methylpiperazin-1-yl)propyl)-cyclohexane-1,2-diamine